FC1=CC=CC(=N1)CC1=CC(=NC=C1)C(=O)N[C@@H]1C(N(C2=C(OC1)C=CC(=C2)C#CC2(COC2)O)C)=O (S)-4-((6-Fluoropyridin-2-yl)methyl)-N-(7-((3-hydroxyoxetan-3-yl)ethynyl)-5-methyl-4-oxo-2,3,4,5-tetrahydrobenzo[b][1,4]oxazepin-3-yl)picolinamid